2,6-dimethyl-4-ethoxyphenol CC1=C(C(=CC(=C1)OCC)C)O